5-chloro-N-((1r,4r)-4-((3-(dihydrobenzopyran-3-yl)-2-oxo-2,3-dihydro-1H-benzo[d]imidazol-1-yl)methyl)cyclohexyl)-2-methylnicotinamide ClC=1C=NC(=C(C(=O)NC2CCC(CC2)CN2C(N(C3=C2C=CC=C3)C3COC2=C(C3)C=CC=C2)=O)C1)C